[C@H]12OC[C@H](N(C1)C=1N=CC3=C(N1)NC(=C3)C3=CC=C(C=C3)C3(C=C(NC=C3)C(=O)N)CN3CC1(C3)CN(CCC1)C(C=C)=O)C2 4-(4-(((1R,4R)-2-oxa-5-azabicyclo[2.2.1]heptane-5-yl)-7H-pyrrolo[2,3-d]pyrimidin-6-yl)phenyl)-4-((6-acryloyl-2,6-diazaspiro[3.5]nonan-2-yl)methyl)picolinamide